(R)-4-(1-(4-(dimethylamino)phenyl)-3-(3-(methylamino)piperidine-1-carbonyl)-1H-pyrazole-5-yl)benzonitrile CN(C1=CC=C(C=C1)N1N=C(C=C1C1=CC=C(C#N)C=C1)C(=O)N1C[C@@H](CCC1)NC)C